(2S)-1-(phenylacetyl)-N-{4-[5-({[(2S)-1-(phenylacetyl)pyrrolidin-2-yl]carbonyl}amino)-3-(phenylcarbonyl)-1H-indol-2-yl]phenyl}pyrrolidine-2-carboxamide C1(=CC=CC=C1)CC(=O)N1[C@@H](CCC1)C(=O)NC1=CC=C(C=C1)C=1NC2=CC=C(C=C2C1C(=O)C1=CC=CC=C1)NC(=O)[C@H]1N(CCC1)C(CC1=CC=CC=C1)=O